4-(bromomethyl)-6-fluoro-5-(4-fluoro-3-(1-(tetrahydro-2H-pyran-2-yl)-1H-pyrazol-3-yl)phenoxy)-1-tosyl-1H-indole BrCC1=C2C=CN(C2=CC(=C1OC1=CC(=C(C=C1)F)C1=NN(C=C1)C1OCCCC1)F)S(=O)(=O)C1=CC=C(C)C=C1